ClC1=CC(=C(C=C1)C1=CC(=CN2C1=NC(=C(C2=O)C)C)N2CC(OCC2)C=2C=NN(C2)COCC[Si](C)(C)C)F 9-(4-chloro-2-fluoro-phenyl)-2,3-dimethyl-7-[2-[1-(2-trimethylsilylethoxymethyl)pyrazol-4-yl]morpholin-4-yl]pyrido[1,2-a]pyrimidin-4-one